1-(7-chloro-4-methoxy-2,6-naphthyridin-1-yl)ethan-1-one ethylvanillate C(C)OC(C1=CC(OC)=C(O)C=C1)=O.ClC1=NC=C2C(=CN=C(C2=C1)C(C)=O)OC